(S)-3-((2-chlorobenzyl)(4-((4-methoxyphenyl)sulfonamido)naphthalen-1-yl)amino)butanoic acid ClC1=C(CN([C@H](CC(=O)O)C)C2=CC=C(C3=CC=CC=C23)NS(=O)(=O)C2=CC=C(C=C2)OC)C=CC=C1